NC(C)C=1C=C(C=C2C(N(C(=NC12)N1CC2CC2C1)C)=O)C 8-(1-aminoethyl)-2-(3-azabicyclo[3.1.0]hexan-3-yl)-3,6-dimethyl-quinazolin-4-one